(2-aminophenyl)boric acid NC1=C(C=CC=C1)OB(O)O